(S)-3-cyclopropyl-2-(2-oxooxazolidin-3-yl)propanoic acid C1(CC1)C[C@@H](C(=O)O)N1C(OCC1)=O